C[Si](CCOCN1N=NC=2C1=NC=C(C2)S(=O)(=O)Cl)(C)C 3-((2-(trimethylsilyl)ethoxy)methyl)-3H-[1,2,3]triazolo[4,5-b]pyridine-6-sulfonyl chloride